3-(2-(2-chloro-5-cyanophenyl)-5,7-difluoro-4-oxo-1,4-dihydroquinolin-6-yl)-N-methylbenzamide ClC1=C(C=C(C=C1)C#N)C=1NC2=CC(=C(C(=C2C(C1)=O)F)C=1C=C(C(=O)NC)C=CC1)F